S-allyl-L-homocysteine C(C=C)SCC[C@H](N)C(=O)O